C(CCCCC)C(C(=O)OC1=C(CC(C=C1)=C(C(F)(F)F)C(F)(F)F)C=1C(=CC=CC1)OC(C(C)CCCCCC)=O)C 4'-(hexafluoroisopropylidene)biphenol hexyl-propanoate (HEXYL-PROPIONATE)